2,2-dimethyl-4,5-bis(3-(trifluoromethyl)phenyl)-2H-imidazole CC1(N=C(C(=N1)C1=CC(=CC=C1)C(F)(F)F)C1=CC(=CC=C1)C(F)(F)F)C